CN1CCC(CC1)NC1=C2C=C(N(C2=CC=C1)CC(F)(F)F)C1=NN(C(=C1)C(C1=CC=CC=C1)NC(OC(C)(C)C)=O)COCC[Si](C)(C)C tert-butyl ((3-(4-((1-methylpiperidin-4-yl)amino)-1-(2,2,2-trifluoroethyl)-1H-indol-2-yl)-1-((2-(trimethylsilyl) ethoxy)methyl)-1H-pyrazol-5-yl)(phenyl)methyl)carbamate